C(C)OC(C(C[C@]1([C@@H](C=CC1=O)NC1=C(C=CC=C1)Cl)C1=C(C=CC=C1)OC)(F)F)=O 3-((1r,2r)-2-((2-chlorophenyl)amino)-1-(2-methoxyphenyl)-5-oxocyclopent-3-en-1-yl)-2,2-difluoropropionic acid ethyl ester